N-(3-Hexylphenyl)methyl-7-phenyl-6-heptynamide C(CCCCC)C=1C=C(C=CC1)CNC(CCCCC#CC1=CC=CC=C1)=O